8-[1-[(1,1-dioxo-2,3-dihydrobenzothiophen-7-yl)amino]ethyl]-3,6-dimethyl-2-morpholino-quinazolin-4-one O=S1(CCC2=C1C(=CC=C2)NC(C)C=2C=C(C=C1C(N(C(=NC21)N2CCOCC2)C)=O)C)=O